CC1(C(NN2C1OC1=C(C3=C2C=CC=C3)C=3C=CC(=CC3C=C1)CCC)=O)C 8,8-Dimethyl-3-propyl-7a,8-dihydrobenzo[d]naphtho[1,2-f]pyrazolo[5,1-b][1,3]oxazepin-9(10H)-one